ClC=1C=C(C=CC1C=1N(C2=NC=NC(=C2N1)OC1(CC1)C)CC=1C(=NC=CC1)C(F)(F)F)CC(=O)N 2-(3-chloro-4-(6-(1-methylcyclopropoxy)-9-((2-(trifluoromethyl)pyridin-3-yl)methyl)-9H-purin-8-yl)phenyl)acetamide